N1C=C(C2=CC=CC=C12)CCNC=1C2=C(N=C(N1)C=1C=NC=C(C1)F)CNCC2 N-(2-(1H-indol-3-yl)ethyl)-2-(5-fluoropyridin-3-yl)-5,6,7,8-tetrahydropyrido[3,4-d]pyrimidin-4-amine